C1(CC1)C(=O)N1CCN(CC1)C(=O)C=1C=NC2=CC=C(C=C2C1C1=CC=C(C=C1)C1(CC1)C#N)F 1-(4-(3-(4-(cyclopropanecarbonyl)piperazine-1-carbonyl)-6-fluoroquinolin-4-yl)phenyl)cyclopropane-1-carbonitrile